4-Nitrobenzyl chloroformate ClC(=O)OCC1=CC=C(C=C1)[N+](=O)[O-]